6-acetyl-2-(4-chlorophenylmethyl)-3-(4-chlorophenyl)-3-((1-((2-(trimethylsilyl)ethoxy)methyl)-1H-pyrazol-4-yl)methoxy)isoindolin-1-one C(C)(=O)C1=CC=C2C(N(C(C2=C1)=O)CC1=CC=C(C=C1)Cl)(OCC=1C=NN(C1)COCC[Si](C)(C)C)C1=CC=C(C=C1)Cl